C1(CC1)C1=NN(C=C1C=1N=CC=C2C=CC=NC12)[C@@H]1C[C@H](C1)CCCN 3-(trans-3-(3-cyclopropyl-4-(1,7-naphthyridin-8-yl)-1H-pyrazol-1-yl)cyclobutyl)propan-1-amine